COC(C[C@@H](C=1C=C(C=CC1)C1=C(C=CC=C1)C)NC([C@H](CC(C)C)N1C=NC2=CC=CC=C2C1=O)=O)=O.N1N=CC2=CC=C(C=C12)CN(C1=CC=C(CN2C(CNCC2)=O)C=C1)CC1=CC(=CC=C1)OC 1-(4-(((1H-indazol-6-yl)methyl)(3-methoxybenzyl)amino)benzyl)piperazin-2-one (S)-methyl-3-((S)-4-methyl-2-(4-oxoquinazolin-3(4H)-yl)pentanamido)-3-(2'-methylbiphenyl-3-yl)propanoate